C(C)OC([C@H](C)O)=O.COC1=CC=C(CN(S(=O)(=O)C[C@@H](CC)C2CC(C2)=O)CC2=CC=C(C=C2)OC)C=C1 (S)-N,N-bis(4-methoxybenzyl)-2-(3-oxocyclobutyl)butane-1-sulfonamide Ethyl-(S)-2-Hydroxypropionat